C1(CC1)C1=CC(=C(C=C1)N1N=C(C=C1C1=CC=C(C#N)C=C1)C(=O)N1C[C@@H](CCC1)NC)F (R)-4-(1-(4-cyclopropyl-2-fluorophenyl)-3-(3-(methylamino)piperidine-1-carbonyl)-1H-pyrazole-5-yl)benzonitrile